Ethyl 3-(3-Bromophenyl)-4-Nitrobutanoate BrC=1C=C(C=CC1)C(CC(=O)OCC)C[N+](=O)[O-]